5-chloro-3-iodo-N-(thiophen-2-ylmethyl)thieno[3,2-b]pyridin-7-amine formate C(=O)O.ClC1=CC(=C2C(=N1)C(=CS2)I)NCC=2SC=CC2